propane-1,2,3-triyl tris(bromoacetate) BrCC(=O)OCC(COC(CBr)=O)OC(CBr)=O